ClC=1C=C(C2=C(C(=C(O2)C)CCNC2=CC(=NC=N2)C2=CC(=C(C=C2)CC(=O)O)OCC)C1)OC (4-{6-[2-(5-Chloro-7-methoxy-2-methyl-benzofuran-3-yl)-ethylamino]-pyrimidin-4-yl}-2-ethoxy-phenyl)-acetic acid